FC=1C=CC(=C2C=C(N(C12)CCNC1=CC(=NC=N1)C=1C=C2CN(C(C2=CC1)=O)CC(C)C)C)OC 5-{6-[2-(7-Fluoro-4-methoxy-2-methyl-indol-1-yl)-ethylamino]-pyrimidin-4-yl}-2-isobutyl-2,3-dihydro-isoindol-1-one